3-(4-bromophenyl)-5-(methylamino)-1-tetrahydropyran-4-yl-pyrazole-4-carbonitrile BrC1=CC=C(C=C1)C1=NN(C(=C1C#N)NC)C1CCOCC1